S1C(=NC2=C1C=CC=C2)CN2CCN(CC2)C2=C(C(=O)OC)C=CC(=C2)OCC(C)C methyl 2-(4-(benzo[d]thiazol-2-ylmethyl)piperazin-1-yl)-4-isobutoxybenzoate